Cis-N-(3-Chloro-4-fluorophenyl)-2-methyl-5-(1-methyl-1H-pyrazol-5-yl)-1,2,6-thiadiazinane-3-carboxamide 1,1-dioxide ClC=1C=C(C=CC1F)NC(=O)[C@@H]1N(S(N[C@@H](C1)C1=CC=NN1C)(=O)=O)C